C(C1=CC=CC=C1)SC1C(CCCC1)O racemic-2-benzylthiocyclohexanol